4,6-dichloro-1-(3,5-dimethylphenyl)isoquinoline ClC1=CN=C(C2=CC=C(C=C12)Cl)C1=CC(=CC(=C1)C)C